C=1(C=CCN2C=CC3=C(C12)C=CC=C3)C3=C(C(=NSC1=C3C=CC=C1)C1=NNC3=C(C=C1)C=CC=C3)C3=NC1=C2C(=CC=C1C=C3)C=CC=C2 benzoquinolizinyl-(benzoquinolyl)benzothiazepinyl-(benzodiazepine)